CC/C=C\\C/C=C\\C/C=C\\C/C=C\\C/C=C\\CCCCCCCCCCCCCCC[C@H](CC(=O)SCCNC(=O)CCNC(=O)[C@@H](C(C)(C)COP(=O)(O)OP(=O)(O)OC[C@@H]1[C@H]([C@H]([C@@H](O1)N2C=NC3=C(N=CN=C32)N)O)OP(=O)(O)O)O)O The molecule is an unsaturated fatty acyl-CoA that results from the formal condensation of the thiol group of coenzyme A with the carboxy group of (3R,19Z,22Z,25Z,28Z,31Z)-3-hydroxytetratriacontapentaenoic acid. It is a (R)-3-hydroxyacyl-CoA, a 3-hydroxy fatty acyl-CoA, an unsaturated fatty acyl-CoA and an ultra-long-chain fatty acyl-CoA. It is a conjugate acid of a (3R,19Z,22Z,25Z,28Z,31Z)-3-hydroxytetratriacontapentaenoyl-CoA(4-).